C1=CC=CC=2C3=CC=CC=C3C(C12)COC(=O)N([C@@H](CC1=CNC=N1)C(=O)O)S(=O)(=O)C1=CC=C(C)C=C1 N-(9-fluorenylmethoxycarbonyl)-p-toluenesulfonyl-histidine